1,2-di-p-tolylethane-1,2-dione C1(=CC=C(C=C1)C(C(=O)C1=CC=C(C=C1)C)=O)C